(S)-N-(1-(4-((4-cyclopropyl-1,5-naphthyridin-3-yl)amino)phenyl)-2,2,2-trifluoroethyl)-N-methyl-1,4-dioxaspiro[4.5]decane-8-carboxamide C1(CC1)C1=C(C=NC2=CC=CN=C12)NC1=CC=C(C=C1)[C@@H](C(F)(F)F)N(C(=O)C1CCC2(OCCO2)CC1)C